2-(2,4-dichlorophenoxy)-1-(5-hydroxy-1,3-dimethyl-1H-pyrazol-4-yl)ethan-1-one ClC1=C(OCC(=O)C=2C(=NN(C2O)C)C)C=CC(=C1)Cl